P,P-diethyl-behenylphosphine hydrobromide Br.C(C)P(CC)CCCCCCCCCCCCCCCCCCCCCC